4,4'-(Pyridine-2,5-diyl)dibenzoic acid N1=C(C=CC(=C1)C1=CC=C(C(=O)O)C=C1)C1=CC=C(C(=O)O)C=C1